N-((3R,4S)-3-Fluoro-1-(methylsulfonyl)piperidin-4-yl)-4-(1-(2-fluoro-4-(pyrrolidin-1-ylmethyl)phenyl)-2-methyl-1H-imidazol-4-yl)-5-(trifluoromethyl)pyrimidin-2-amine F[C@@H]1CN(CC[C@@H]1NC1=NC=C(C(=N1)C=1N=C(N(C1)C1=C(C=C(C=C1)CN1CCCC1)F)C)C(F)(F)F)S(=O)(=O)C